C(C)OC(CCCCCC/C=C/C=C)OCC (3E)-11,11-diethoxy-1,3-undecadiene